ClC1=CC=C(C=C1)C(CN1N=C(C(=C1C(=O)OCC)C1CC1)C(=O)OCC)=O Diethyl 1-[2-(4-chlorophenyl)-2-oxoethyl]-4-cyclopropyl-1H-pyrazole-3,5-dicarboxylate